C1(=CC=CC=C1)C/1=NOC(\C1=C/C=1SC(=CC1)N1CCCC1)=O (Z)-3-phenyl-4-((5-(pyrrolidin-1-yl)thiophen-2-yl)methylene)isoxazol-5(4H)-one